(4-chloro-2-(methylthio)phenyl)boronic acid ClC1=CC(=C(C=C1)B(O)O)SC